4,6-dichloro-2-methylpyrimidine-5-carboxylic acid ClC1=NC(=NC(=C1C(=O)O)Cl)C